CC1=CC(=NC=C1C1=NC=C2C3=C(N=CC2=C1)NC=C3)[C@H](CCC)O (S)-1-(4-methyl-5-(7H-pyrrolo[2,3-c][2,6]naphthyridin-3-yl)pyridin-2-yl)butan-1-ol